Methyl (1s,4s)-4-(3-amino-3-methylbutyl)cyclohexane-1-carboxylate NC(CCC1CCC(CC1)C(=O)OC)(C)C